ClC=1C=CC(=NC1)C(C(=O)N)(C)N1CC(CCC1)C=1C=NC(=C(C1)CO)OC (5-chloropyridin-2-yl)-2-(3-(5-(hydroxymethyl)-6-methoxypyridin-3-yl)piperidin-1-yl)propanamide